5-(2-chloro-3-fluoro-4-methoxy-phenyl)-N-[3-chloro-4-[4-[(2S,4R)-4-hydroxy-1,1-dimethyl-pyrrolidin-1-ium-2-carbonyl]piperazine-1-carbonyl]phenyl]-1-methyl-imidazole-2-carboxamide ClC1=C(C=CC(=C1F)OC)C1=CN=C(N1C)C(=O)NC1=CC(=C(C=C1)C(=O)N1CCN(CC1)C(=O)[C@H]1[N+](C[C@@H](C1)O)(C)C)Cl